NC[C@@H]1CN(CCO1)C(C)=O (R)-2-aminomethyl-4-acetylmorpholine